COC=1C=C2C3=C(N=C(C2=C(C1)OC)C1=CC=C(C=C1)B1OC(C(O1)(C)C)(C)C)N1C=CC=CC1=C3C#N 2,4-dimethoxy-5-(4-(4,4,5,5-tetramethyl-1,3,2-dioxaborolan-2-yl)phenyl)indolizino[3,2-c]isoquinoline-12-carbonitrile